COC=1C=C2C(=CNC2=C(C1)C)CCN(C)C 5-methoxy-7-methyl-3-(N,N-dimethylaminoethyl)indole